CS(=O)C1=CC=2N(C(C(=C(N2)C(F)(F)F)C2=CC=C(C=C2)OCC(F)(F)F)=O)C=C1 8-(methylsulfinyl)-3-(4-(2,2,2-trifluoroethoxy)phenyl)-2-(trifluoromethyl)-4H-pyrido[1,2-a]pyrimidin-4-one